(S)-4-(((R)-2-methoxypropyl)(4-(5,6,7,8-tetrahydro-1,8-naphthyridin-2-yl)butyl)amino)-2-((6-phenylpyrimidin-4-yl)amino)butanoic acid CO[C@@H](CN(CC[C@@H](C(=O)O)NC1=NC=NC(=C1)C1=CC=CC=C1)CCCCC1=NC=2NCCCC2C=C1)C